3-fluoro-5-(1-(pyrimidin-2-ylethynyl)-3-azabicyclo[3.1.0]hexan-3-yl)benzonitrile FC=1C=C(C#N)C=C(C1)N1CC2(CC2C1)C#CC1=NC=CC=N1